OC(=C(C(=O)N)CC(=O)N)O Dihydroxyl-itaconamide